(S)-1-(7-fluoro-3-(1-methyl-1H-pyrazol-4-yl)quinolin-6-yl)ethan-1-amine FC1=C(C=C2C=C(C=NC2=C1)C=1C=NN(C1)C)[C@H](C)N